2-benzylamino-2-(3-chlorophenyl)acetonitrile C(C1=CC=CC=C1)NC(C#N)C1=CC(=CC=C1)Cl